C(C=CCCCCCCCCCCCCCCCCCCCC(=O)O)(=O)O tricosenedioic acid